bis-[2-(phenylsulfonyloxy)phenyl]urea C1(=CC=CC=C1)S(=O)(=O)OC1=C(C=CC=C1)NC(NC1=C(C=CC=C1)OS(=O)(=O)C1=CC=CC=C1)=O